(2Z)-3-amino-2-cyano-3-phenylacrylic acid N\C(=C(/C(=O)O)\C#N)\C1=CC=CC=C1